C1(CCCCC1)CNC(OC1=CC(=C(C=C1)OC)C=1C=NC=C(C1)C=1OC=CN1)=O 4-methoxy-3-(5-(oxazol-2-yl)pyridin-3-yl)phenyl (cyclohexylmethyl)carbamate